Diethylene glycol divinyl ether C(=C)OCCOCCOC=C